C1N(CC2C1CCC2)NC(=O)NS(=O)(=O)C2=CC=C(C=C2)C 1-[hexahydrocyclopenta[c]pyrrole-2(1H)-yl]-3-(4-methylphenyl)sulfonyl-urea